hexadecane-5,6-diol CCCCC(C(CCCCCCCCCC)O)O